ClC=1NC=2[C@H](C/C=C/CCC(NC3=CC(=CC=C3C1N2)NC(C(F)(F)F)=O)=O)NC(C2=C(C=C(C=C2F)C)F)=O N-[(E)-(S)-18-Chloro-9-oxo-5-(2,2,2-trifluoro-acetylamino)-8,17,19-triaza-tricyclo[14.2.1.02,7]nonadeca-1(18),2,4,6,12,16(19)-hexaen-15-yl]-2,6-difluoro-4-methyl-benzamide